methyl 3-{[5-(3-fluorophenyl)pyridin-2-yl]amino}benzoate FC=1C=C(C=CC1)C=1C=CC(=NC1)NC=1C=C(C(=O)OC)C=CC1